3,6,9,12,15,18-docosahexaenoic acid C(CC=CCC=CCC=CCC=CCC=CCC=CCCC)(=O)O